O1CCOC12C[C@H](N(CC2)C(=O)OC(C)(C)C)C(=O)OC 8-(tert-butyl) 7-methyl (S)-1,4-dioxa-8-azaspiro[4.5]decane-7,8-dicarboxylate